3-((2-(1-(cyclopropylmethyl)-1H-pyrazol-4-yl)-8-methoxy-2,3-dihydrobenzo[b][1,4]dioxin-6-yl)methyl)-6-methoxy-3H-imidazo[4,5-b]pyridine C1(CC1)CN1N=CC(=C1)C1COC2=C(O1)C(=CC(=C2)CN2C=NC=1C2=NC=C(C1)OC)OC